2-(naphthalen-2-yl)acetic acid C1=C(C=CC2=CC=CC=C12)CC(=O)O